ClCC(=O)NCC1CCN(CC1)C(=O)C1(CCCC1)NC1=CC=C(C=C1)Cl 2-Chloro-N-((1-(1-((4-chlorophenyl)amino)cyclopentane-1-carbonyl)piperidin-4-yl)methyl)acetamide